COC(CC1[C@@H]2CN(C[C@H]12)C(=O)OC(C)(C)C)=O tert-Butyl (1R,5S,6s)-6-(2-methoxy-2-oxoethyl)-3-azabicyclo[3.1.0]hexane-3-carboxylate